benzyl 4-((4-(benzyloxy)-2,3,6-trimethylbenzoyl)oxy)-2,6-dimethyl-3,5-divinylbenzoate benzyl-4-((4-(benzyloxy)-2,3,6-trimethylbenzoyl)oxy)-3,5-diiodo-2,6-dimethylbenzoate C(C1=CC=CC=C1)OC(C1=C(C(=C(C(=C1C)I)OC(C1=C(C(=C(C=C1C)OCC1=CC=CC=C1)C)C)=O)I)C)=O.C(C1=CC=CC=C1)OC1=C(C(=C(C(=O)OC2=C(C(=C(C(=O)OCC3=CC=CC=C3)C(=C2C=C)C)C)C=C)C(=C1)C)C)C